tert-butyl 4-(4-((4-chloro-5-(trifluoromethyl)pyrimidin-2-yl)amino)-3-methyl-1H-pyrazol-1-yl)piperidine-1-carboxylate ClC1=NC(=NC=C1C(F)(F)F)NC=1C(=NN(C1)C1CCN(CC1)C(=O)OC(C)(C)C)C